(5Z)-5-(1H-indol-3-ylmethylene)-2-[2-(trifluoromethyl)phenyl]amino-1,3-thiazol-4(5H)-one N1C=C(C2=CC=CC=C12)\C=C/1\C(N=C(S1)NC1=C(C=CC=C1)C(F)(F)F)=O